(E)-2-(3,4-Dihydroxystyryl)-1-methylquinolinium iodide [I-].OC=1C=C(/C=C/C2=[N+](C3=CC=CC=C3C=C2)C)C=CC1O